4,4',4''-(1,3,5,2,4,6-trioxatriborinane-2,4,6-triyl)tribenzenethiol O1B(OB(OB1C1=CC=C(C=C1)S)C1=CC=C(C=C1)S)C1=CC=C(C=C1)S